methyl γ-bromo-crotonate BrC/C=C/C(=O)OC